C(C)(C)(C)NS(=O)(=O)C=1C=C(C=C(C1)C)NC(C1=C(N=C(C=C1)NC(CO)(C)C)N1CCC2(CC2)CC1)=O N-(3-(N-(tert-butyl)sulfamoyl)-5-methylphenyl)-6-((1-hydroxy-2-methylpropan-2-yl)amino)-2-(6-azaspiro[2.5]octan-6-yl)nicotinamide